BrC=1N=C2C(=NC1)N(C(=N2)N2CCC(CC2)(C)NC(OC(C)(C)C)=O)COCC[Si](C)(C)C tert-Butyl (1-[5-bromo-1-((2-(trimethylsilyl)ethoxy)methyl)-1H-imidazo[4,5-b]pyrazin-2-yl]-4-methylpiperidin-4-yl)carbamate